C(C)(C)(C)OC(NCC=1C=NC(=CC1)OC1=C(C=C(C=C1)F)F)=O ((6-(2,4-difluorophenoxy)pyridin-3-yl)methyl)carbamic acid tert-butyl ester